5-(pentyloxy)pentanoic acid ethyl ester C(C)OC(CCCCOCCCCC)=O